CN(C(C1=CC=CC=C1)=O)C (E)-N,N-dimethylbenzamide